2-bromo-4-((1,1-difluoroallyl)oxy)-3-fluorobenzonitrile BrC1=C(C#N)C=CC(=C1F)OC(C=C)(F)F